4-ethoxy-N1,N1-dimethyl-N3-(3-(thiazol-2-yl)benzyl)isophthalamide C(C)OC1=C(C=C(C(=O)N(C)C)C=C1)C(=O)NCC1=CC(=CC=C1)C=1SC=CN1